N1=C(C=CC=C1)C1=NC(=CC(=C1)C1=CC=C(C=C1)C1=CC(=NC(=C1)C1=NC=CC=C1)C1=NC=CC=C1)C1=NC=CC=C1 4-[4-(2,6-dipyridin-2-ylpyridin-4-yl)phenyl]-2,6-dipyridin-2-ylpyridine